ClC1=CC(=NC=C1C1=CC=CC=C1)CN[C@@H]1CCCC=2C=CC=NC12 (R)-N-((4-chloro-5-phenylpyridin-2-yl)methyl)-5,6,7,8-tetrahydroquinolin-8-amine